5-phenylpentan-2,4-diene C1(=CC=CC=C1)C=CC=CC